dimethylethylammonium C[NH+](CC)C